CP(=O)(C)C1=CC2=C(C(=N1)C1=CN(C3=CN=C(C=C31)NC(C)=O)C)OCC(O2)C N-(3-(7-(dimethylphosphoryl)-2-methyl-2,3-dihydro-[1,4]dioxino[2,3-c]pyridin-5-yl)-1-methyl-1H-pyrrolo[2,3-c]pyridin-5-yl)acetamide